FC(C12CC(C1)(C2)C2=NOC(=N2)N2CC1=C(CC2)N=C(S1)NC(=O)NCC(C)(C)O)F N-(5-{3-[3-(difluoromethyl)bicyclo[1.1.1]pentan-1-yl]-1,2,4-oxadiazol-5-yl}-4,5,6,7-tetrahydro[1,3]thiazolo[5,4-c]pyridin-2-yl)-N'-(2-hydroxy-2-methylpropyl)urea